(6-bromo-1H-indol-5-yl)methanol BrC1=C(C=C2C=CNC2=C1)CO